NC1=C(SC2=NC(=CN=C21)C)C(=O)NC2CC=1C=CC(=NC1CC2)N2CC1(OCC(O1)(C)C)C(C2)N 7-amino-N-(2-{9-amino-2,2-dimethyl-1,4-dioxa-7-azaspiro[4.4]nonan-7-yl}-5,6,7,8-tetrahydroquinolin-6-yl)-3-methylthieno[2,3-b]pyrazine-6-carboxamide